FC(C=1C=C(C(=O)N2COC[C@H]2C(=O)O)C=C(C1)C(F)(F)F)(F)F (S)-3-{3,5-bis(trifluoromethyl)benzoyl}oxazolidine-4-carboxylic acid